C(C(C)C)N(S(=O)(=O)C1=CC=C(C=C1)C1=CC=CC=C1)C1=C(C(=O)O)C=CC=C1 (N-isobutyl-[1,1'-biphenyl]-4-ylsulfonamido)benzoic acid